2,3-dichloro-5-methylpyridin-4-ol ClC1=NC=C(C(=C1Cl)O)C